3-(4-(((R)-1-(4-amino-3-methoxyphenyl)piperidin-3-yl)ethynyl)-1-oxoisoindolin-2-yl)piperidine-2,6-dione NC1=C(C=C(C=C1)N1C[C@H](CCC1)C#CC1=C2CN(C(C2=CC=C1)=O)C1C(NC(CC1)=O)=O)OC